O-(5,9,13-trimethyltetradec-4-enoyl)glycerol CC(=CCCC(=O)OCC(O)CO)CCCC(CCCC(C)C)C